Cl.FC(F)NC1=CC=C(C=C1)F (difluoromethyl)-4-fluoroaniline hydrochloride